methyl (2-(4-((4-fluoro-3-methylphenyl)carbamoyl)-1,3,5-trimethyl-1H-pyrrol-2-yl)-2-oxoacetyl)-L-threoninate FC1=C(C=C(C=C1)NC(=O)C=1C(=C(N(C1C)C)C(C(=O)N[C@@H]([C@H](O)C)C(=O)OC)=O)C)C